O[C@H]1C[C@H]2[C@H]3[C@](CC[C@@H]2[C@]2(CCC=4N=C(SC4[C@H]12)CC1=C(C=CC=C1)C)C)(C(CC3)=O)C (5aR,5bS,7aS,10aS,10bR,12S,12aS)-12-hydroxy-5a,7a-dimethyl-2-(2-methylbenzyl)-4,5,5a,5b,6,7,7a,9,10,10a,10b,11,12,12a-tetradecahydro-8H-cyclopenta[7,8]phenanthro[2,1-d]thiazol-8-one